O1C=C(C2=C1C=CC=C2)C(=O)N2[C@@H](C[C@H](C2)NC(=O)C2=CC(=NN2C)CC)C(=O)O (2S,4R)-1-(benzofuran-3-carbonyl)-4-(3-ethyl-1-methyl-1H-pyrazole-5-carboxamido)pyrrolidine-2-carboxylic acid